6-[[5-chloro-3-(2,2,2-trifluoroethoxy)-2-pyridyl]oxy]-3-methyl-N-(3-methyl-1,1-dioxo-thietan-3-yl)imidazo[1,2-a]pyridine-2-carboxamide ClC=1C=C(C(=NC1)OC=1C=CC=2N(C1)C(=C(N2)C(=O)NC2(CS(C2)(=O)=O)C)C)OCC(F)(F)F